(3-(2H-benzo[d][1,2,3]triazole-2-yl)-5-(tertiary butyl)-4-hydroxyphenyl)propionyl chloride N=1N(N=C2C1C=CC=C2)C=2C=C(C=C(C2O)C(C)(C)C)CCC(=O)Cl